NC=1C(=NC(=C(C1)F)C1=C(C=CC=C1F)F)C(=O)NC=1C(=C2C(=NC1)C(CC2)O)N2C[C@H](CCC2)N 3-amino-N-{4-[(3S)-3-aminopiperidin-1-yl]-7-hydroxy-6,7-dihydro-5H-cyclopenta[b]pyridin-3-yl}-6-(2,6-difluorophenyl)-5-fluoropyridine-2-carboxamide